1-(4-((2R,3R)-1-(6-(8-Azaspiro[4.5]dec-1-en-8-yl)-2-(trifluoromethyl)pyrimidin-4-yl)-2-methylazetidin-3-yl)piperazin-1-yl)prop-2-en-1-one C1=CCCC12CCN(CC2)C2=CC(=NC(=N2)C(F)(F)F)N2[C@@H]([C@@H](C2)N2CCN(CC2)C(C=C)=O)C